Thiophene-4-carboxylic acid tert-butyl ester C(C)(C)(C)OC(=O)C=1C=CSC1